4-chloro-2,3-dihydro-2-oxo-1,3-benzothiazol-3-ylacetic acid ClC1=CC=CC2=C1N(C(S2)=O)CC(=O)O